CN(CCNC1=C2C(=NC(=N1)C1=CC=C(C=C1)NS(=O)(=O)C1=C(C=CC(=C1)F)F)NN=C2)C N-[4-(4-[[2-(dimethylamino)ethyl]amino]-1H-pyrazolo[3,4-d]pyrimidin-6-yl)phenyl]-2,5-difluorobenzenesulfonamide